C(C)S(=O)(=O)C1=C(N=C2N1C=CC(=C2)C(F)(F)F)N 3-ethylsulfonyl-7-(trifluoromethyl)imidazo[1,2-a]pyridin-2-amine